N(=[N+]=[N-])CCOCCCCCOCC 1-(2-azidoethoxy)-5-ethoxypentane